S1C=NC2=C1C=C(C=C2)NC2=NC=NC1=CC(=CC(=C21)O[C@H](C)C(CO)CO)Br (R)-2-(1-((4-(benzo[d]thiazol-6-ylamino)-7-bromoquinazolin-5-yl)oxy)ethyl)propane-1,3-diol